tert-butyl (3S)-3-(3-bromoindazole-1-yl)pyrrolidine-1-carboxylate BrC1=NN(C2=CC=CC=C12)[C@@H]1CN(CC1)C(=O)OC(C)(C)C